2-((4-methylphenyl)sulfonamido)benzamide CC1=CC=C(C=C1)S(=O)(=O)NC1=C(C(=O)N)C=CC=C1